FC1(CN(CC[C@H]1NC1=NN2C(C(=N1)OC)=C(C(=C2)F)C=2C=CC=1N(C2)C(=CN1)C(=O)NC)C)F (R)-6-(2-((3,3-difluoro-1-methylpiperidin-4-yl)amino)-6-fluoro-4-methoxypyrrolo[2,1-f][1,2,4]triazin-5-yl)-N-methylimidazo[1,2-a]pyridine-3-carboxamide